(1S,3S)-3-[3-[(2R)-2-(3,4-difluorophenyl)propyl]-8-(methoxycarbonyl)-3H,6H,7H,8H,9H-imidazo[4,5-h]isoquinolin-2-yl]cyclohexane-1-carboxylic acid FC=1C=C(C=CC1F)[C@H](CN1C(=NC2=C1C=CC=1CCN(CC21)C(=O)OC)[C@@H]2C[C@H](CCC2)C(=O)O)C